C(C1=C(C(=CC(=C1)C)C(C1=CC=CC=C1)C)O)C1=C(C(=CC(=C1)C)C(C1=CC=CC=C1)C)O methylene-bis-(6-α-methyl-benzyl-p-methylphenol)